ClC=1C=C(CN2C(\C(\C3=CC(=CC=C23)NC(=O)C2CC2)=C/C=2NC(=CC2C)C)=O)C=CC1Cl (Z)-N-(1-(3,4-dichlorobenzyl)-3-((3,5-dimethyl-1H-pyrrol-2-yl)methylene)-2-indolone-5-yl)cyclopropanecarboxamide